N-t-butoxycarbonyl-hexahydro-5-oxocyclopenta[C]pyrrole C(C)(C)(C)OC(=O)N1CC2C(C1)CC(C2)=O